N-(cis-3-methoxycyclobutyl)-7H-pyrrolo[2,3-d]pyrimidin-2-amine CO[C@H]1C[C@H](C1)NC=1N=CC2=C(N1)NC=C2